FC1=C(CNC(=O)C=2C(C(=C3C(N4CC[C@@H](O[C@@H]4CN3C2)CC)=O)O)=O)C=CC(=C1)F (2S,9aR)-2-Ethyl-5-hydroxy-6,10-dioxo-3,4,6,9,9a,10-hexahydro-2H-1-oxa-4a,8a-diaza-anthracene-7-carboxylic acid 2,4-difluoro-benzylamide